C(C1=CC=CC=C1)(=O)[O-].[Na+].C1(=CC=CC=C1)[O-].[Li+] Lithium phenolat Natrium benzoat